1R-Acetylsalicylic acid C(C)(=O)[C@]1(C(=O)O)C(O)C=CC=C1